CN1N=C(C=C(C1=O)N1CCOCC1)C1=NN(C2=CC=C(C=C12)OC1(CC1)C)C1OCCCC1 2-Methyl-6-(5-(1-methylcyclopropoxy)-1-(tetrahydro-2H-pyran-2-yl)-1H-indazol-3-yl)-4-morpholinopyridazin-3(2H)-one